C(N)(=O)C(CCC(=O)OC)C1=NN(C2=CC(=CC=C12)OCCOS(=O)(=O)C1=CC=C(C)C=C1)C methyl 4-carbamoyl-4-{1-methyl-6-[2-(tosyloxy)ethoxy]-1H-indazol-3-yl}butyrate